1-{[2-amino-5-(4-fluorophenoxy)phenyl]Amino}-2-methylpropan-2-ol NC1=C(C=C(C=C1)OC1=CC=C(C=C1)F)NCC(C)(O)C